2-ethenylcyclopropan-1-aminium chloride [Cl-].C(=C)C1C(C1)[NH3+]